ClC=1C2=C(N=CN1)NCC2(C)CC#N 2-(4-chloro-5-methyl-6,7-dihydro-5H-pyrrolo[2,3-d]pyrimidin-5-yl)acetonitrile